O=C(C(=O)OCC)CC(C12CCC(C1)(C2)COC2OCCCC2)=O ethyl 2,4-dioxo-4-(4-(((tetrahydro-2H-pyran-2-yl)oxy)methyl)bicyclo[2.1.1]hexan-1-yl)butanoate